((S)-(3-chloro-5-fluoropyridin-2-yl)(cyclobutyl)methyl)-2-(2,6-dioxopiperidin-3-yl)-1-oxoisoindoline-5-carboxamide ClC=1C(=NC=C(C1)F)[C@@H](C1CCC1)C1N(C(C2=CC=C(C=C12)C(=O)N)=O)C1C(NC(CC1)=O)=O